Cl.CN(C=1C=C(C=CC1)B(O)O)C 3-DIMETHYLAMINOPHENYLBORONIC ACID HCL